1-((R)-1-(1-(2-(bis(2-((3R,5R,7R)-adamantan-1-yl)ethyl)amino)ethyl)piperidin-4-yl)ethyl)-N-((4,6-dimethyl-2-oxo-1,2-dihydropyridin-3-yl)methyl)-2-methyl-1H-indole-3-carboxamide C12(CC3CC(CC(C1)C3)C2)CCN(CCN2CCC(CC2)[C@@H](C)N2C(=C(C3=CC=CC=C23)C(=O)NCC=2C(NC(=CC2C)C)=O)C)CCC23CC1CC(CC(C2)C1)C3